Methyl (S)-3-(4-((7,9-dioxo-6,10-dioxaspiro[4.5]decan-8-ylidene)-λ3-iodanyl)phenyl)-2-((ethoxycarbonyl)amino)propanoate O=C1OC2(CCCC2)OC(C1=IC1=CC=C(C=C1)C[C@@H](C(=O)OC)NC(=O)OCC)=O